3-bromo-4,4-diphenylbut-3-ene BrC(CC)=C(C1=CC=CC=C1)C1=CC=CC=C1